ClC1=C(C=C(C=C1)N1C[C@H](CC1)N1CCOCC1)F (S)-4-(1-(4-chloro-3-fluorophenyl)pyrrolidin-3-yl)morpholine